C(C1=CC=CC=C1)=C(C#N)C#N BenzylideneMalononitrile